FC=1C2=C(C(=NC1)C)CC(C2)CCN2CC1(C2)OC(N(C1)C1=NC2=C(OCC(N2)=O)N=C1)=O 6-[2-[2-(4-fluoro-1-methyl-6,7-dihydro-5H-cyclopenta[c]pyridin-6-yl)ethyl]-6-oxo-5-oxa-2,7-diazaspiro[3.4]octan-7-yl]-4H-pyrazino[2,3-b][1,4]oxazin-3-one